C(C)(C)(C)OC(=O)N1[C@@H](C[C@@H](C1)F)C(NCC1=CC(=CC=C1)C1=CC(=CC(=C1)C(F)(F)F)C(F)(F)F)=O.COC1=C(C=CC=C1)C=1NC=C(C1)C1=C(C=CC=C1)C(C)(C)C 2-methoxyphenyl-4-(tert-butylphenyl)pyrrole tert-butyl-(2S,4S)-2-[([3-[3,5-bis(trifluoromethyl)phenyl]phenyl]methyl)carbamoyl]-4-fluoropyrrolidine-1-carboxylate